[Zn].[Ni].[Fe] iron-nickel-zinc